COC=1C=CC=C2C=CN(C12)S(=O)(=O)C1=CC=CC=C1 7-methoxy-1-(phenylsulfonyl)-1H-indole